BrC1=C(C(=C(C=C1)O)F)C 4-bromo-2-fluoro-3-methylphenol